N-(3-Aminophenyl)sulfonyl-6-tert-butyl-2-(4-ethylphenyl)pyridin-3-carboxamid NC=1C=C(C=CC1)S(=O)(=O)NC(=O)C=1C(=NC(=CC1)C(C)(C)C)C1=CC=C(C=C1)CC